6-amino-4-(3-methylphenyl-amino)-quinazoline NC=1C=C2C(=NC=NC2=CC1)NC1=CC(=CC=C1)C